(2S,3S,4R,5R)-5-(2-(5-chloropyridin-3-yl)-6-((((6-methylpyridin-2-yl))methyl)amino)-9H-purin-9-yl)-3,4-dihydroxyl-N-methyltetrahydrofuran-2-carboxamide ClC=1C=C(C=NC1)C1=NC(=C2N=CN(C2=N1)[C@H]1[C@@H]([C@@H]([C@H](O1)C(=O)NC)O)O)NCC1=NC(=CC=C1)C